(R)-2-(3-(3,3-difluoro-1-(fluoro(4-methyl-4H-1,2,4-triazol-3-yl)methyl)cyclobutyl)phenyl)-6-(((1-methylcyclobutyl)amino)methyl)-4-(trifluoromethyl)isoindolin-1-one FC1(CC(C1)([C@H](C1=NN=CN1C)F)C=1C=C(C=CC1)N1C(C2=CC(=CC(=C2C1)C(F)(F)F)CNC1(CCC1)C)=O)F